2-(4-chloro-1-(1-fluoropropan-2-yl)-1H-pyrazol-5-yl)-N-(4-(1-ethyl-4-(trifluoromethyl)-1H-imidazol-2-yl)phenyl)-6,7-dihydropyrazolo[1,5-a]pyridin-4(5H)-imine ClC=1C=NN(C1C1=NN2C(C(CCC2)=NC2=CC=C(C=C2)C=2N(C=C(N2)C(F)(F)F)CC)=C1)C(CF)C